ClC1=C(C#N)C=CC(=C1)N1CCC(CC1)OCC=1C(=NOC1C1CC1)C1=C(C=CC=C1Cl)Cl 2-chloro-4-(4-((5-cyclopropyl-3-(2,6-dichlorophenyl)isoxazol-4-yl)methoxy)piperidin-1-yl)benzonitrile